FC=1C=C(C=CC1F)[C@H](C)NC(=O)C1=NC(=CN=C1NCC1=CC=C(C=C1)C1=NC(=C(N=C1)N)C1=CC(=CC=C1)O)C#N 3-{4-[5-Amino-6-(3-hydroxy-phenyl)-pyrazin-2-yl]-benzylamino}-6-cyanopyrazine-2-carboxylic acid [(S)-1-(3,4-difluoro-phenyl)-ethyl]-amide